S1C2=C(C=C1C=1NC=C(N1)C=O)C=CC=C2 2-BENZO[B]THIOPHEN-2-YL-4-FORMYL-IMIDAZOLE